2-(1-cyclopropyl-1H-pyrazol-4-yl)-N-(5-(2-(trans-2,6-dimethylmorpholino)acetamido)-2-methylpyridin-3-yl)pyrazolo[5,1-b]thiazole-7-carboxamide C1(CC1)N1N=CC(=C1)C1=CN2C(S1)=C(C=N2)C(=O)NC=2C(=NC=C(C2)NC(CN2C[C@@H](O[C@H](C2)C)C)=O)C